4-amino-2-bromo-N-(2,6-dichlorophenyl)-1-(2-trimethylsilylethoxymethyl)pyrrolo[2,3-b]pyridine-5-carboxamide NC1=C2C(=NC=C1C(=O)NC1=C(C=CC=C1Cl)Cl)N(C(=C2)Br)COCC[Si](C)(C)C